(R)-1-((S)-7-(4-fluorobenzoyl)-8-methyl-3-(4-(trifluoromethyl)thiazol-2-yl)-5,6,7,8-tetrahydroimidazo[1,5-a]pyrazin-1-yl)-4-hydroxypyrrolidin-2-one FC1=CC=C(C(=O)N2[C@H](C=3N(CC2)C(=NC3N3C(C[C@H](C3)O)=O)C=3SC=C(N3)C(F)(F)F)C)C=C1